NC1=CC=C(C=C1)N(CC(=O)O)CC(=O)O 2,2'-[(4-aminophenyl)-imino]diacetic acid